FC1=C(OC2CC(C2)NC(CCCNC2=C3C(N(C(C3=CC=C2)=O)C2C(NC(CC2)=O)=O)=O)=O)C(=CC=C1F)C=1N=C(SC1)N1CCOCC1 N-((1r,3r)-3-(2,3-difluoro-6-(2-morpholinothiazol-4-yl)phenoxy)cyclobutyl)-4-((2-(2,6-dioxopiperidin-3-yl)-1,3-dioxoisoindolin-4-yl)amino)butanamide